C(=O)(O)C1=CC=C(C=C1)C=CC1=CC=C(C=C1)C(=O)O 4,4'-dicarboxystilbene